phenyl-6-(4-methoxyphenyl)-2,4-diamino-1,3,5-triazine C1(=CC=CC=C1)N1C(N=C(N=C1C1=CC=C(C=C1)OC)N)N